ClC=1CN(C=CC1NC(C(C)(S(=O)(=O)C)C)=O)C=1C=NC=CC1 N-(3-chloro-1-(pyridin-3-yl)-1H-pyridin-4-yl)-2-methyl-2-(methylsulfonyl)propanamide